(3-[4-fluorophenyl]isoxazol-5-yl)methylamine FC1=CC=C(C=C1)C1=NOC(=C1)CN